N1-((3'-(4,4-bis(methoxy-methyl)cyclohexyl)-4'H,6'H-spiro[cyclopropane-1,5'-pyrrolo[1,2-b]pyrazol]-2'-yl)-methyl)-N1,N2-dimethyl-ethane-1,2-diamine COCC1(CCC(CC1)C1=C2N(N=C1CN(CCNC)C)CC1(C2)CC1)COC